N=1C=C(N2C1C=CC=C2)C(=O)N2CC1=C(CC2)C(=CS1)C(=O)N 6-(imidazo[1,2-a]pyridine-3-carbonyl)-4,5,6,7-tetrahydrothieno[2,3-c]pyridine-3-carboxamide